C(C)(C)(C)O[C@@H]1C[C@H](NC1)C(=O)NCC1=CC=C(C=C1)Cl (2s,4r)-4-(tert-butoxy)-N-(4-chlorobenzyl)pyrrolidine-2-carboxamide